3-fluoro-N-[8-fluoro-2-methylimidazo[1,2-a]pyridin-6-yl]-5-[methyl(1-methylpiperidin-4-yl)amino]thiophene-2-carboxamide FC1=C(SC(=C1)N(C1CCN(CC1)C)C)C(=O)NC=1C=C(C=2N(C1)C=C(N2)C)F